2-(((2',2''-dichloro-3''-(2-(((2-hydroxyethyl)amino)methyl)-[1,2,4]triazolo[1,5-a]pyridin-7-yl)-[1,1':3',1''-terphenyl]-4-yl)methyl)amino)-2-methylpropan-1-ol ClC1=C(C=CC=C1C1=C(C(=CC=C1)C1=CC=2N(C=C1)N=C(N2)CNCCO)Cl)C2=CC=C(C=C2)CNC(CO)(C)C